FC(C(=O)O)(F)F.NC=1C=2N(C=C(N1)C(F)(F)F)C(=CN2)C=2C=C1CN(C(C1=CC2)=O)C(C(=O)O)C2CC2 2-(5-(8-Amino-6-(trifluoromethyl)imidazo[1,2-a]pyrazin-3-yl)-1-oxoisoindolin-2-yl)-2-cyclopropylacetic acid, trifluoroacetate salt